ethyl 5-(5-((8-bromo-6-((2-imino-3-methyl-2,3-dihydro-1H-imidazol-1-yl)methyl)-4-oxochroman-3-yl)methyl)-2-chlorophenoxy)pentanoate BrC=1C=C(C=C2C(C(COC12)CC=1C=CC(=C(OCCCCC(=O)OCC)C1)Cl)=O)CN1C(N(C=C1)C)=N